BrC1=C(C)C(=CC=C1)Br 2,6-dibromotoluene